methyl-1-(oxetan-3-yl)-1H-pyrazolo[4,3-b]Pyridine CC1=NN(C=2C1=NC=CC2)C2COC2